C(CCCC)(=O)N1CC2(CN(C2)C2=C(C#N)C=CC=C2)C1 2-(6-Pentanoyl-2,6-diazaspiro[3.3]heptan-2-yl)benzonitrile